3,5-dihydroxy-4-methyl-6-(2-methyl-1-oxopropyl)-2-{[2-hydroxy-4,6-dimethoxy-3-methyl-5-(2-methyl-1-oxopropyl)phenyl]methyl}phenolate OC=1C(=C(C(=C(C1C)O)C(C(C)C)=O)[O-])CC1=C(C(=C(C(=C1OC)C(C(C)C)=O)OC)C)O